(S)-(2-methyl-4-((6-methylpyridin-2-yl)oxy)phenyl)-4-oxo-4,5-dihydro-3H-1-thia-3,5,8-triazaacenaphthylene-2-carboxamide CC1=C(C=CC(=C1)OC1=NC(=CC=C1)C)N1C2=C(SC=3N=CC=C(NC1=O)C32)C(=O)N